trimethyl-[2-oxo-2-[4-[[9-[(3S)-tetrahydrofuran-3-yl]-8-(2,4,6-trifluoroanilino)purin-2-yl]amino]cyclohexoxy]ethyl]ammonium C[N+](CC(OC1CCC(CC1)NC1=NC=C2N=C(N(C2=N1)[C@@H]1COCC1)NC1=C(C=C(C=C1F)F)F)=O)(C)C